8-((6-chloropyridin-3-yl)methyl)-3-(2-fluoroethyl)pyrido[2,3-d]pyrimidine-2,4(3H,8H)-dione ClC1=CC=C(C=N1)CN1C=CC=C2C1=NC(N(C2=O)CCF)=O